3-Oxo-Propionic Acid O=CCC(=O)O